C(C)OC1=CC=C(C=C1)C(C=CC1=CC=C(C=C1)O)=O 1-(4-Ethoxyphenyl)-3-(4-hydroxyphenyl)prop-2-en-1-one